[Br-].[Br-].C[Si](=[Ti+2](C1CC=C2CCCC=C12)C1CC=C2CCCC=C12)C dimethylsilylenebis(4,5,6,1-tetrahydro-1-indenyl)titanium dibromide